4-amino-N-((6-chloro-5-methoxy-2-pyridinyl)methyl)-N-(2-propanyl)-1,3-dihydrofuro[3,4-c]quinoline-8-carboxamide NC1=NC=2C=CC(=CC2C2=C1COC2)C(=O)N(C(C)C)CC2=NC(=C(C=C2)OC)Cl